4-(4-hydroxy-4-methylpentyl)-3-cyclohex-ene-1-carbaldehyde OC(CCCC1=CCC(CC1)C=O)(C)C